N1C=C(C2=CC=CC=C12)CCCNS(=O)(=O)C1=CC=C(C=C1)OCCN1CCN(CC1)C(C)C N-(3-(1H-indol-3-yl)propyl)-4-(2-(4-isopropylpiperazin-1-yl)ethoxy)benzenesulfonamide